4-[5-(3-cyanopropyl)-4-methylenethiophen-2-yl]butyronitrile C(#N)CCCC1C(C=C(S1)CCCC#N)=C